(2r,3s)-2-((1,3-dioxoisoindol-2-yl)methyl)-3-hydroxy-3-phenylpropionic acid ethyl ester C(C)OC([C@@H]([C@@H](C1=CC=CC=C1)O)CN1C(C2=CC=CC=C2C1=O)=O)=O